sodium aminoethyl sulfamate S(N)(OCCN)(=O)=O.[Na]